S1(SCCCC1)(=O)=O 1,2-dithiane 1,1-dioxide